Dibutyltin bis-(2-ethylhexyl mercaptoacetate) C(C)C(CSCC(=O)[O-])CCCC.C(C)C(CSCC(=O)[O-])CCCC.C(CCC)[Sn+2]CCCC